5-(2-furoyl)amino-3-(1-pentylpiperidin-4-yl)-1H-indole O1C(=CC=C1)C(=O)NC=1C=C2C(=CNC2=CC1)C1CCN(CC1)CCCCC